tert-Butyl 2-((2R,6S)-4-(2-(4-amino-2-ethylphenoxy)ethyl)-2,6-dimethylpiperazin-1-yl)acetate NC1=CC(=C(OCCN2C[C@H](N([C@H](C2)C)CC(=O)OC(C)(C)C)C)C=C1)CC